3,4-dihydroxyphenylacetone OC=1C=C(C=CC1O)CC(C)=O